tert-butyl (3S)-3-({7-bromo-6-iodo-2-[(2S)-2-methoxypropoxy]-8-[(1S)-1-phenylethoxy]quinolin-4-yl}amino)pyrrolidine-1-carboxylate BrC1=C(C=C2C(=CC(=NC2=C1O[C@@H](C)C1=CC=CC=C1)OC[C@H](C)OC)N[C@@H]1CN(CC1)C(=O)OC(C)(C)C)I